N(CCO)CCO.OC1=C(N=C(C2=CC(=CC=C12)OC1=CC=CC=C1)C)C(=O)NCC(=O)O [(4-hydroxy-1-methyl-7-phenoxy-isoquinoline-3-carbonyl)-amino]-acetic acid diethanolamine salt